CC(C(=O)O)(C)N1C(N(C2=C(C1=O)C(=C(S2)C=2OC=CN2)C)C[C@@H](C2=CC=CC=C2)OC2COC2)=O 2-methyl-2-[5-methyl-6-(1,3-oxazol-2-yl)-1-[(2R)-2-(oxetan-3-yloxy)-2-phenylethyl]-2,4-dioxo-1H,2H,3H,4H-thieno[2,3-d]pyrimidin-3-yl]propionic acid